The molecule is a hydroxydocosapentaenoic acid that is (4Z,7Z,10Z,13Z,16Z)-docosapentaenoic acid in which the hydroxy group is located at position 20. It has a role as a human xenobiotic metabolite. It derives from a (4Z,7Z,10Z,13Z,16Z)-docosa-4,7,10,13,16-pentaenoic acid. It is a conjugate acid of a (4Z,7Z,10Z,13Z,16Z)-20-hydroxydocosapentaenoate. CCC(CC/C=C\\C/C=C\\C/C=C\\C/C=C\\C/C=C\\CCC(=O)O)O